C=C(C)C=1C(=NC=CC1)C1(CC2(C1)OCCO2)C#N 2-(3-(prop-1-en-2-yl)pyridin-2-yl)-5,8-dioxaspiro[3.4]octane-2-carbonitrile